Benzamidin-Hydrochlorid Cl.C(C1=CC=CC=C1)(=N)N